2-chloro-4-[6-(2,6-dimethylphenyl)-2-[(1-methylpyrazol-4-yl)sulfonylamino]pyrimidin-4-yl]oxy-benzoic acid ClC1=C(C(=O)O)C=CC(=C1)OC1=NC(=NC(=C1)C1=C(C=CC=C1C)C)NS(=O)(=O)C=1C=NN(C1)C